COC=1C(=C(C(=CC1)C)C1=NC(=CC2=C1N=CN(C2=O)COCC[Si](C)(C)C)C)C 8-(3-methoxy-2,6-dimethylphenyl)-6-methyl-3-((2-(trimethylsilyl)ethoxy)methyl)pyrido[3,4-d]pyrimidin-4(3H)-one